tert-butyl 5-(4-fluorophenyl)-3-methyl-5',6'-dihydro-[2,3'-bipyridine]-1'(4'H)-carboxylate FC1=CC=C(C=C1)C=1C=C(C(=NC1)C1=CN(CCC1)C(=O)OC(C)(C)C)C